3,6-bis(4,6-diphenyl-1,3,5-triazin-2-yl)benzene C1(=CC=CC=C1)C1=NC(=NC(=N1)C1=CC=CC=C1)C=1C=CC(=CC1)C1=NC(=NC(=N1)C1=CC=CC=C1)C1=CC=CC=C1